2-[4-[4-[(2,6-dioxo-3-piperidinyl)amino]-3-fluoro-phenyl]-1-piperidinyl]acetic acid trifluoroacetate FC(C(=O)O)(F)F.O=C1NC(CCC1NC1=C(C=C(C=C1)C1CCN(CC1)CC(=O)O)F)=O